(S)-N-(4-AMINO-3,4-DIOXO-1-PHENYLBUTAN-2-YL)-2-PHENYLBENZOFURAN-3-CARBOXAMIDE NC(C([C@H](CC1=CC=CC=C1)NC(=O)C1=C(OC2=C1C=CC=C2)C2=CC=CC=C2)=O)=O